7,8-Dihydro-quinolin-5(6H)-one o-toluenesulfonyl oxime CC=1C(=CC=CC1)S(=O)(=O)ON=C1C=2C=CC=NC2CCC1